benzo[c][1,2,6]thiadiazine-7-carboxylate 2,2-dioxide N1S(N=CC2=C1C=C(C=C2)C(=O)[O-])(=O)=O